FC1(C(NCC1)=O)F 3,3-difluoro-pyrrolidin-2-one